IC1=C(C(=O)NC2=CC=NC=C2)C=CC=C1 2-iodo-N-(4-pyridyl)benzamide